SC=1OC2=C(N1)C=C(C=C2)C#N 2-mercaptobenzo[d]oxazole-5-carbonitrile